C[SH2](=NC=1C(=NC=CC1)C)C dimethyl-((2-methylpyridin-3-yl)imino)-lambda6-sulfane